2-((4-chloro-5-fluoro-2-(2-methoxy-7-methylquinoxalin-5-yl)benzo[d]thiazol-6-yl)oxy)ethyl (6-cyanopyridin-3-yl)carbamate C(#N)C1=CC=C(C=N1)NC(OCCOC1=CC2=C(N=C(S2)C2=C3N=CC(=NC3=CC(=C2)C)OC)C(=C1F)Cl)=O